Methyl (3-ethyl-8-fluoro-2-oxo-1,2-dihydro-1,6-naphthyridin-7-yl)methanesulfonate C(C)C=1C(NC2=C(C(=NC=C2C1)CS(=O)(=O)OC)F)=O